CC1(CN(C2=CC=CC=C12)C=1C(=C(C(=NC1C1=NN(C=C1)C)O)S(=O)(=O)C1=CC=C(C=C1)C1=C(C(=NC=C1)F)C)O)C 5-(3,3-dimethylindolin-1-yl)-3-((4-(2-fluoro-3-methylpyridin-4-yl)phenyl)sulfonyl)-6-(1-methyl-1H-pyrazol-3-yl)pyridine-2,4-diol